N-(3-(2,6-dioxopiperidin-3-yl)-1-methyl-1H-indazol-7-yl)-7-(spiro[3.3]heptan-2-ylamino)heptanamide O=C1NC(CCC1C1=NN(C2=C(C=CC=C12)NC(CCCCCCNC1CC2(C1)CCC2)=O)C)=O